2-amino-3-(5,6-dibromopyridin-3-yl)propanoic acid NC(C(=O)O)CC=1C=NC(=C(C1)Br)Br